C(CCCCCCCCCCCCCCC)N(OC[C@@H]1C(C([C@@H](O1)N1C(NC(C=C1)=O)=O)OC)O)CCCCCCCCCCCCCCCC 1-[(2R,5R)-5-[(dihexadecylamino)oxymethyl]-4-hydroxyl-3-methoxy-tetrahydrofuran-2-yl]pyrimidine-2,4-dione